FC(C(=N)N)(F)F 2,2,2-trifluoroacetamidine